6-chloro-3-(4-chlorophenyl)-3-methyl-2,3-dihydroimidazo[1,5-a]pyridine-1,5-dione ClC1=CC=C2N(C1=O)C(NC2=O)(C)C2=CC=C(C=C2)Cl